FC1(CCC(CC1)C1=CC(=C(C#N)C=C1)C1=NN(C=C1)C)F 4-(4,4-difluorocyclohexyl)-2-(1-methyl-1H-pyrazol-3-yl)benzonitrile